[Cl-].P(=O)(OCCO)(OCCO)[O-] di(hydroxyethyl) phosphate chloride